FC1=NC(=CC=C1N1CCN(CC1)CC=1C=CC=2C3=C(C(NC2C1F)=O)C=CO3)C(NC)=O 7-((4-(2-fluoro-6-(methylcarbamoyl)pyridin-3-yl)piperazin-1-yl)methyl)-6-fluoro-furo[3,2-c]quinolin-4(5H)-one